C(=O)N(C(=O)N)C=O N,N-diformylurea